trilead dicitrate C(CC(O)(C(=O)[O-])CC(=O)[O-])(=O)[O-].C(CC(O)(C(=O)[O-])CC(=O)[O-])(=O)[O-].[Pb+2].[Pb+2].[Pb+2]